pyridinediylbis(methylene)diphosphonate N1=C(C(=CC=C1)CP([O-])([O-])=O)CP([O-])([O-])=O